N[C@H]1CN(CC12CC2)C2=C1C=NN(C1=CC=C2C=2C(=NN(C(C2)=O)C2=C(C=CC=C2F)F)C(=O)N)C(C)(C)C [4-[(7R)-7-amino-5-azaspiro[2.4]hept-5-yl]-1-tert-butyl-indazol-5-yl]-1-(2,6-difluorophenyl)-6-oxo-pyridazine-3-carboxamide